6-(cyclopropylmethyl)amino-N-(2,6-dibromo-4-(perfluoropropan-2-yl)phenyl)-5-(1H-1,2,4-triazol-1-yl)benzamide C1(CC1)CNC1=C(C=CC=C1C(=O)NC1=C(C=C(C=C1Br)C(C(F)(F)F)(C(F)(F)F)F)Br)N1N=CN=C1